7-chloro-3-methyl-2,6-naphthyridin-1(2H)-one ClC1=NC=C2C=C(NC(C2=C1)=O)C